5-[(4-bromo-2-chlorophenyl)amino]-4-fluoro-N-(2-hydroxyethoxy)-1-methyl-1H-benzimidazole-6-carboxamide BrC1=CC(=C(C=C1)NC1=C(C2=C(N(C=N2)C)C=C1C(=O)NOCCO)F)Cl